(R)-N-((R)-8-(3-bromo-4-cyano-1H-pyrazolo[3,4-d]pyrimidin-6-yl)-8-azaspiro[4.5]dec-1-yl)-2-methylpropan-2-sulfinamide BrC1=NNC2=NC(=NC(=C21)C#N)N2CCC1(CCC[C@H]1N[S@](=O)C(C)(C)C)CC2